dimethyl-disilylbis(2-methyl-4-phenyl-indenyl)zirconium dichloride [Cl-].[Cl-].C[SiH]([Zr](C1C(=CC2=C(C=CC=C12)C1=CC=CC=C1)C)(C1C(=CC2=C(C=CC=C12)C1=CC=CC=C1)C)[SiH3])C